NCC1=CC(=NC=C1)NCC1CCN(CC1)C 4-(aminomethyl)-N-[(1-methyl-4-piperidinyl)methyl]Pyridin-2-amine